N-((1r,4r)-4-(((2-(4-isopropylpiperidin-1-yl)pyrimidin-5-yl)amino)methyl)cyclohexyl)-5-oxopyrrolidine-3-carboxamide C(C)(C)C1CCN(CC1)C1=NC=C(C=N1)NCC1CCC(CC1)NC(=O)C1CNC(C1)=O